5-chloro-8-(tetrahydro-2H-pyran-4-yl)[1,2,4]triazolo[4,3-c]pyrimidine ClC1=NC=C(C=2N1C=NN2)C2CCOCC2